antimony disulphide [Sb](=S)=S